C(N)(=O)C1=CC=C(C2=CN(N=C12)C)N1CCN(CC1)C(=O)OC(C)(C)C tert-butyl 4-(7-carbamoyl-2-methyl-indazol-4-yl)piperazine-1-carboxylate